OC[C@H]1CN(C(O1)=O)C1=CC=C(C=C1)S(=O)(=O)N1CCNCC1 (5R)-5-(hydroxymethyl)-3-(4-piperazin-1-ylsulfonylphenyl)oxazolidin-2-one